FC1=CC(=C(C(=C1)C1=CC=NC=C1)CC(=O)N)C(C)C 2-(4-fluoro-2-isopropyl-6-(pyridin-4-yl)phenyl)acetamide